C1(=CC=CC=C1)NC1=CC=CC2=CC=CC=C12 N-phenyl-α-naphthylamine